7-fluoro-2-phenyl-2H-benzo[b][1,4]oxazin-3(4H)-one FC=1C=CC2=C(OC(C(N2)=O)C2=CC=CC=C2)C1